ClC1=CC=C(C=C1)N1CC2=CC=C(C=C2CC1C)O 2-(4-chlorophenyl)-3-methyl-1,2,3,4-tetrahydroisoquinolin-6-ol